trans-N-[4-[5-[4-(benzylcarbamoylamino)-2-(tert-butylsulfamoyl)phenyl]thiazol-2-yl]cyclohexyl]carbamic acid oxetan-3-yl ester O1CC(C1)OC(N[C@@H]1CC[C@H](CC1)C=1SC(=CN1)C1=C(C=C(C=C1)NC(NCC1=CC=CC=C1)=O)S(NC(C)(C)C)(=O)=O)=O